4-((1,3-dimethyl-1H-pyrazol-4-yl)methyl)-2-(6-(2-fluorobenzyl)pyridin-2-yl)morpholine CN1N=C(C(=C1)CN1CC(OCC1)C1=NC(=CC=C1)CC1=C(C=CC=C1)F)C